N-(4-acetamidophenyl)-2-(3-fluorophenyl)-2-hydroxyacetamide C(C)(=O)NC1=CC=C(C=C1)NC(C(O)C1=CC(=CC=C1)F)=O